C1C(CC12CNCC2)NC2=CC=CC(=N2)C2=CN=C1N2C=C(C=C1)C(C)(C)O 2-(3-(6-(6-azaspiro-[3.4]octan-2-yl-amino)pyridin-2-yl)-imidazo[1,2-a]-pyridin-6-yl)propan-2-ol